CC=1NC=C(N1)C=1SC=CC1NC(CN1C(CCC2=CC=CC=C12)=O)=O N-(2-(2-methyl-1H-imidazol-4-yl)thiophen-3-yl)-2-(2-oxo-3,4-dihydroquinolin-1(2H)-yl)acetamide